C(CC(O)(C(=O)[O-])CC(=O)[O-])(=O)OCC(O)CO glyceryl monocitrate